methyl Ethyl Oxalate C(C(=O)OCC)(=O)OC